N[C@H](C(=O)NC1=NC=C(N=C1)OC1=CC=C(C2=C1C1(CC1)CO2)C)CC (2S)-2-amino-N-[5-(7-methylspiro[2H-benzofuran-3,1'-cyclopropane]-4-yl)oxypyrazin-2-yl]butanamide